6-(1H-pyrrolo[2,3-b]pyridin-3-yl)quinazoline-4-amine N1C=C(C=2C1=NC=CC2)C=2C=C1C(=NC=NC1=CC2)N